tert-butyl N-[3-[([[2,6-dimethoxy-4-(2-methyl-1-oxo-2,7-naphthyridin-4-yl)phenyl]methyl]amino)methyl]bicyclo[1.1.1]pentan-1-yl]carbamate COC1=C(C(=CC(=C1)C1=CN(C(C2=CN=CC=C12)=O)C)OC)CNCC12CC(C1)(C2)NC(OC(C)(C)C)=O